C(C1=CC=CC=C1)N[C@H](C(=O)OC)C1CCC1 methyl (2S)-2-(benzylamino)-2-cyclobutyl-acetate